[4-[[3-(2,3-difluoro-4-methoxyphenyl)imidazo[1,2-a]pyrazin-8-yl]amino]-2-ethylphenyl]-[4-[rac-(3R,4R)-3-hydroxypiperidine-4-carbonyl]piperazin-1-yl]methanone FC1=C(C=CC(=C1F)OC)C1=CN=C2N1C=CN=C2NC2=CC(=C(C=C2)C(=O)N2CCN(CC2)C(=O)[C@H]2[C@H](CNCC2)O)CC |r|